C(C1=CC=CC=C1)N(CCCC(=O)OC)CC(C(=O)OC)C1=CC=CC=C1 Methyl 4-(benzyl(3-methoxy-3-oxo-2-phenylpropyl)amino)butanoate